FC1=C(C=CC(=C1)OCOC)C=1SC=C(N1)CC(=O)NCC(=O)O (2-(2-(2-FLUORO-4-(METHOXYMETHOXY)PHENYL)THIAZOL-4-YL)ACETYL)GLYCINE